C(CCC)NC(C(=C)C)=O N-Butylmethacrylamid